C1(=CC=CC=C1)S(=O)(=O)N1[C@@H](CCC1)C(=O)N[C@H](C(=O)OC)CCCCCCCC1=NC=2NCCCC2C=C1 methyl (S)-2-((S)-1-(phenylsulfonyl)pyrrolidine-2-carboxamido)-9-(5,6,7,8-tetrahydro-1,8-naphthyridin-2-yl)nonanoate